C(=C)N etheneamine